CCCCCC/C=C\CCCCCCCCC(=O)OC[C@H](COP(=O)([O-])OCC[N+](C)(C)C)OC(=O)CCCCCCCC/C=C\CCCCCC 1,2-di-(10Z-heptadecenoyl)-sn-glycero-3-phosphocholine